BrC1=CC=2C3=C(N=NC2C=C1)OC(CCN3C)(C)C 10-bromo-1,4,4-trimethyl-2,3-dihydro-[1,4]oxazepino[2,3-c]cinnoline